syringylacetone C(C1=CC(OC)=C(O)C(OC)=C1)CC(C)=O